FC1=CC(=C2C=CNC2=C1)C=1C(=NC=2C(=CNC(C2C1)=O)C(=O)N1CCCCC1)OC (6-fluoro-1H-indol-4-yl)-2-methoxy-8-(piperidine-1-carbonyl)-1,6-naphthyridin-5(6H)-one